C(C)OC(=O)C=1CC(=C(NC1C)C)C(=O)OCC ethyl 5-(ethoxy carbonyl)-2,6-dimethyl-1,4-dihydropyridine-3-carboxylate